NC(CCC(=O)O)CC1=C(SC=C1)Cl 4-amino-5-(2-chlorothien-3-yl)pentanoic acid